COC(C(\C=C\C(C1=CC=CC=C1)=O)C1=CC2=CC=CC=C2C=C1)=O (E)-1-methoxy-2-(naphthalen-2-yl)-1,5-dioxo-5-phenylpent-3-ene